3α,27-Dihydroxylup-20(29)-en-28-oic acid methyl ester CC(=C)[C@@H]1CC[C@]2([C@H]1[C@H]3CC[C@@H]4[C@]5(CC[C@H](C([C@@H]5CC[C@]4([C@@]3(CC2)CO)C)(C)C)O)C)C(=O)OC